CCCC(CCCCC)[SiH3] nonan-4-ylsilane